[K].[Zn] zinc potassium salt